2,6-dimethyl-4-heptyloxymethyl-trimethoxysilane CC(C)CC(CC(C)C)OC[Si](OC)(OC)OC